N-(tetrahydro-2H-pyran-4-yl)propionamide O1CCC(CC1)NC(CC)=O